Triethylammonium nonaflate S(=O)(=O)([O-])C(F)(F)C(F)(F)C(F)(F)C(F)(F)F.C(C)[NH+](CC)CC